CN1N=CC(=C1)C=1C=NN2C1C=C(C=C2)C2=CNC1=NC=C(C=C12)C(=O)NC=1C=NC(=CC1)N1CCN(CC1)C 3-(3-(1-methyl-1H-pyrazol-4-yl)pyrazolo[1,5-a]pyridin-5-yl)-N-(6-(4-methylpiperazin-1-yl)pyridin-3-yl)-1H-pyrrolo[2,3-b]pyridine-5-carboxamide